ClC1=CC=C(C=C1)C1=NN=C2SCCCN21 3-(4-chlorophenyl)-6,7-dihydro-5H-[1,2,4]triazolo[3,4-b][1,3]thiazine